5-hydroxy-2,7-dimethyl-dihydrobenzopyran-8-carbaldehyde OC1=CC(=C(C2=C1CCC(O2)C)C=O)C